C(C)(=O)C1(C=CC(C=C1)(N)C(C)=O)N 1,4-diacetyl-p-phenylenediamine